BrC1=CC(=C(CN2C(OCC=3C=NC=4C=CC=C(C4C32)OC)=O)C(=C1)F)F 1-(4-Bromo-2,6-difluorobenzyl)-10-methoxy-1,4-dihydro-2H-[1,3]oxazino[5,4-c]quinolin-2-one